cyclopropyl 4-(((3R,6S)-1-(2-cyanoacetyl)-6-methylpiperidin-3-yl)amino)-1H-pyrrolo[2,3-b]pyridine-5-carboxylate C(#N)CC(=O)N1C[C@@H](CC[C@@H]1C)NC1=C2C(=NC=C1C(=O)OC1CC1)NC=C2